CO[C@H](C)C1=CC2=C(N=C(N=C2)NC2=NC=C(C=C2)CN2CCNCC2)C(=N1)N1CCCCC1 6-[(1R)-1-methoxyethyl]-N-[5-(piperazin-1-ylmethyl)pyridin-2-yl]-8-piperidin-1-ylpyrido[3,4-d]pyrimidin-2-amine